ClC=1C=C(C=CC1Cl)C=1N=C(SC1SC(C)C)N1N=C(C(=C1C(=O)O)C1=NC(=CC(=N1)C)C)C 1-(4-(3,4-dichlorophenyl)-5-(isopropylsulfanyl)thiazol-2-yl)-4-(4,6-dimethylpyrimidin-2-yl)-3-methyl-1H-pyrazole-5-carboxylic acid